FC1=C(C=CC=C1)C1=NC=CC(=C1)NC1=NC=NC2=CC(=C(C=C12)NC(C=C)=O)OCCCN1CCN(CC1)CCOC1OCCCC1 N-(4-((2-(2-fluorophenyl)pyridin-4-yl)amino)-7-(3-(4-(2-((tetrahydro-2H-pyran-2-yl)oxy)ethyl)piperazin-1-yl)propoxy)quinazolin-6-yl)acrylamide